(R)-tetrahydro-3-furancarboxylic acid O1C[C@@H](CC1)C(=O)O